N[C@@H](C(C)C)C(C1=CC=CC=C1)(C1=CC=CC=C1)O alpha-[(1S)-1-amino-2-methylpropyl]-alpha-phenylbenzyl alcohol